6-{5-methyl-2-[(oxacyclohex-4-yl)amino]pyrimidin-4-yl}-2-[2-oxo-2-(1,2,3,4-tetrahydroisoquinolin-2-yl)ethyl]-2,3-dihydro-1H-isoindol-1-one CC=1C(=NC(=NC1)NC1CCOCC1)C1=CC=C2CN(C(C2=C1)=O)CC(N1CC2=CC=CC=C2CC1)=O